ClC=1C(=C(C=CC1)C1(NC=NC2=CC(=C(C=C12)N)C#C[C@@]1(CN(CC1)C)C)N)F 4-(3-chloro-2-fluoro-phenyl)-7-[2-[(3R)-1,3-dimethylpyrrolidin-3-yl]ethynyl]quinazoline-4,6-diamine